N-(3,4-difluorophenyl)-2-(6-fluoro-4-(trifluoromethyl)pyridin-2-yl)-N-methyl-5-oxopyrazolidine-3-carboxamide FC=1C=C(C=CC1F)N(C(=O)C1N(NC(C1)=O)C1=NC(=CC(=C1)C(F)(F)F)F)C